ethylene glycol bis(2-iodoisobutyrate) IC(C(=O)OCCOC(C(C)(C)I)=O)(C)C